C(C1=CN=CC=C1)(=O)O.C(C1=CN=CC=C1)(=O)O.N[C@@H](CC1=CNC2=CC=CC=C12)C(=O)O tryptophane dinicotinate